N1(CCCC1)C(=O)C=1C(=NC=CC1)C1=CC=C(C=C1)C1=NNC2=NC=C(C=C21)C=2C=CC1=C(CC[C@H](CC1)N1C3COCC1C3)C2 6-[(7S)-2-(3-{4-[3-(Pyrrolidine-1-carbonyl)pyridin-2-yl]phenyl}-1H-pyrazolo[3,4-b]pyridin-5-yl)-6,7,8,9-tetrahydro-5H-benzo[7]annulen-7-yl]-3-oxa-6-azabicyclo[3.1.1]heptane